N-[[4-[2-(2-amino-3-pyridyl)-5-phenyl-imidazo[4,5-b]pyridin-3-yl]phenyl]methyl]-4-(5-hydroxy-1-methyl-pyrazol-4-yl)benzamide NC1=NC=CC=C1C1=NC=2C(=NC(=CC2)C2=CC=CC=C2)N1C1=CC=C(C=C1)CNC(C1=CC=C(C=C1)C=1C=NN(C1O)C)=O